N-((1-fluorocyclobutyl)methylene)-2-methylpropane-2-sulfinamide FC1(CCC1)C=NS(=O)C(C)(C)C